FC=1OC2=C(C1)C1=C(C=C2OC)SC(=C1)C(CCC(=O)OCC)=O ethyl 4-(2-fluoro-4-methoxythieno[3,2-E]benzofuran-7-yl)-4-oxobutanoate